C(#N)C1=CC=C(C=C1)S(=O)(=O)Cl 4-cyanobenzenesulfonyl chloride